NC1=C(C=C(N=N1)C1=C(C=CC=C1)O)N1C[C@@H]2CC[C@H](C1)N2C2=CC(=CC=C2)C=C2CCNCC2 2-[6-amino-5-[(1S,5R)-8-[3-(4-piperidylidenemethyl)phenyl]-3,8-diazabicyclo[3.2.1]octan-3-yl]pyridazin-3-yl]phenol